C1(CC1)NC(C1=C(C=C(C(=C1)N1N=CC(=C1)C=1C(=NC=C(C1)N[C@@H]1[C@@H](CN(CC1)C(C)C)O)F)C)F)=O N-cyclopropyl-2-fluoro-5-(4-(2-fluoro-5-(((3R,4S)-3-hydroxy-1-isopropylpiperidin-4-yl)amino)pyridin-3-yl)-1H-pyrazol-1-yl)-4-methylbenzamide